1-((7-(5-chloro-1-((4-fluoropiperidin-4-yl)methyl)-1H-indol-7-yl)thieno[3,2-b]pyridin-2-yl)methyl)-3,3-dimethylpiperidin-2,6-dione trifluoroacetate FC(C(=O)O)(F)F.ClC=1C=C2C=CN(C2=C(C1)C1=C2C(=NC=C1)C=C(S2)CN2C(C(CCC2=O)(C)C)=O)CC2(CCNCC2)F